(1R,3S)-N3-[(5'-methoxy[2,3'-bipyridine]-5-yl)methyl]-N1-methyl-N1-[2-methyl-6-(2,2,2-trifluoroethyl)thieno[2,3-d]pyrimidin-4-yl]cyclopentane-1,3-diamine hydrochloride Cl.COC=1C=C(C=NC1)C1=NC=C(C=C1)CN[C@@H]1C[C@@H](CC1)N(C=1C2=C(N=C(N1)C)SC(=C2)CC(F)(F)F)C